(2R)-tert-butyl 2-(1-(1-(2,6-dioxopiperidin-3-yl)-3-methyl-2-oxo-2,3-dihydro-1H-benzo[d]imidazol-5-yl)piperidin-4-yl)propanoate O=C1NC(CCC1N1C(N(C2=C1C=CC(=C2)N2CCC(CC2)[C@H](C(=O)OC(C)(C)C)C)C)=O)=O